CC=1C(=NN(C(C1)=O)C1=CC=CC=C1)C(=O)N 4-methyl-6-oxo-1-phenyl-1,6-dihydropyridazine-3-carboxamide